FC=1C(=C2C=C(NC2=CC1)C(=O)O)OC 5-fluoro-4-methoxy-1H-indole-2-carboxylic acid